2-amino-3-(6-bromopyridin-2-yl)propan-1-ol NC(CO)CC1=NC(=CC=C1)Br